C(=C)C1=CC(=CC=C1)OC1=CC=CC=C1 1-vinyl-3-(phenyloxy)-benzene